4-(2-methoxy-1-(thiazol-4-ylmethoxy)ethyl)-2-methyl-N-((R)-1-(2-(1-methyl-1H-pyrazol-4-yl)quinolin-4-yl)ethyl)benzamide COCC(OCC=1N=CSC1)C1=CC(=C(C(=O)N[C@H](C)C2=CC(=NC3=CC=CC=C23)C=2C=NN(C2)C)C=C1)C